CC(C)(C)C1=CC(=CC(=C1)N)N 3,5-diamino-tert-butylbenzene